2-hydroxypyridinealdehyde OC1(NC=CC=C1)C=O